(R)-1-(4-((R)-2,6-dioxopiperidin-3-yl)-3,5-difluorophenyl)-4,4-dimethylpyrrolidine-3-carboxylic acid O=C1NC(CC[C@@H]1C1=C(C=C(C=C1F)N1C[C@@H](C(C1)(C)C)C(=O)O)F)=O